[Si](C)(C)(C(C)(C)C)OCCCC(=O)OCC ethyl 4-[tert-butyl(dimethyl)silyl]oxybutanoate